ClC1=CC=C(C=C1)[C@H]([C@@H]1[C@H]([C@H]([C@@H](C1)N1N=CC/2=C1NC=N\C2=C\C(=O)NN)O)O)O ((E)-1-((1R,2S,3R,4R)-4-((S)-(4-chlorophenyl)(hydroxy)methyl)-2,3-dihydroxycyclopentyl)-1,7-dihydro-4H-pyrazolo[3,4-d]pyrimidin-4-ylidene)acetohydrazide